N1N=CC2=CC(=CC=C12)N1CCN(CC1)CC1=CC=C2C(N(C(NC2=C1)=O)CC)=O 7-((4-(1H-indazol-5-yl)piperazin-1-yl)methyl)-3-ethylquinazoline-2,4(1H,3H)-dione